((((2R,3S,5R)-5-(2-amino-6-mercapto-9H-purin-9-yl)-3-hydroxytetrahydrofuran-2-yl)methoxy)methyl)phosphonic acid NC1=NC(=C2N=CN(C2=N1)[C@H]1C[C@@H]([C@H](O1)COCP(O)(O)=O)O)S